1-(4-(4-Anilino-7-chloro-6-(2-fluoro-6-hydroxyphenyl)-1-phthalazinyl)-1-piperazinyl)-2-propen-1-one N(C1=CC=CC=C1)C1=NN=C(C2=CC(=C(C=C12)C1=C(C=CC=C1O)F)Cl)N1CCN(CC1)C(C=C)=O